C(CCCCCCCCCCC)C1=CC=C(C=C1)S(=O)(=O)[NH-] 4-dodecylphenylsulfonylamide